NCC1=C2C=CC=NC2=C(C=C1)NC1=CC=C(C=C1)C(F)(F)F 5-(aminomethyl)-N-{4-(trifluoromethyl)phenyl}quinolin-8-amine